O1C2=C(OCC1)C=C(C=C2)C(CCN2N=C1C=C(C=CC1=C2)OC)=O (2,3-dihydrobenzo[b][1,4]dioxin-6-yl)-3-(6-methoxy-2H-indazol-2-yl)propan-1-one